2,7-bis[9,9-bis(4-methylphenyl)-fluoren-2-yl]9,9-bis(4-methylphenyl)fluorene CC1=CC=C(C=C1)C1(C2=CC=CC=C2C=2C=CC(=CC12)C1=CC=2C(C3=CC(=CC=C3C2C=C1)C1=CC=2C(C3=CC=CC=C3C2C=C1)(C1=CC=C(C=C1)C)C1=CC=C(C=C1)C)(C1=CC=C(C=C1)C)C1=CC=C(C=C1)C)C1=CC=C(C=C1)C